(1r,3r,5r)-2-azabicyclo[3.1.0]hexane-2,3-dicarboxylic acid 2-(tert-butyl) 3-ethyl ester C(C)OC(=O)[C@@H]1N([C@@H]2C[C@@H]2C1)C(=O)OC(C)(C)C